1-amino-4-[tert-butyl-(dimethyl)silyl]oxypentan-2-ol NCC(CC(C)O[Si](C)(C)C(C)(C)C)O